BrC=1N=NN(C1C)[C@@H]1CN(CCC1)C(=O)OC(C)(C)C tert-Butyl (3S)-3-(4-bromo-5-methyl-triazol-1-yl)piperidine-1-carboxylate